2,2-dichloroethanol ClC(CO)Cl